3-(tert-butyl)-N-(2-methyl-4-(5-(4-(piperazin-1-yl)phenyl)-1H-pyrazolo[3,4-b]pyridin-3-yl)benzyl)-1,2,4-oxadiazole-5-carboxamide C(C)(C)(C)C1=NOC(=N1)C(=O)NCC1=C(C=C(C=C1)C1=NNC2=NC=C(C=C21)C2=CC=C(C=C2)N2CCNCC2)C